C(CC)(=O)OC1=C(C(=O)O)C=C(C=C1)NCC1=C(C(=C(C(=C1F)F)C(F)(F)F)F)F 2-propionyloxy-5-(2,3,5,6-tetrafluoro-4-trifluoromethylbenzylamino)benzoic acid